Methyl (E)-5-(5-(3-(4-hexylphenyl)-3-oxoprop-1-en-1-yl)furan-2-yl)-2-hydroxybenzoate C(CCCCC)C1=CC=C(C=C1)C(/C=C/C1=CC=C(O1)C=1C=CC(=C(C(=O)OC)C1)O)=O